7,8-dichloro-6-(3-fluoro-2-pyridinyl)-1-(1-methylpyrazol-4-yl)-4H-[1,2,4]Triazolo[4,3-a][1,4]Benzodiazepine ClC1=C(C=CC2=C1C(=NCC=1N2C(=NN1)C=1C=NN(C1)C)C1=NC=CC=C1F)Cl